ClC=1N=C(C2=C(N1)C(=CS2)C2=C(C=NN2CC)Cl)N2[C@@H](COCC2)C (R)-4-(2-Chloro-7-(4-chloro-1-ethyl-1H-pyrazol-5-yl)thieno[3,2-d]pyrimidin-4-yl)-3-Methylmorpholine